N-(3-chloro-4-(2,6-dioxopiperidin-3-yl)-5-fluorobenzyl)-2-methyl-2-(5-methyloxazol-2-yl)propanamide ClC=1C=C(CNC(C(C)(C=2OC(=CN2)C)C)=O)C=C(C1C1C(NC(CC1)=O)=O)F